O1CC(CC1)OC=1C=CC=C2CCN(CC12)C=O (8-((tetrahydrofuran-3-yl)oxy)-3,4-dihydroisoquinolin-2(1H)-yl)methanone